3-(2-{[(3S)-6,6-dimethylpiperidin-3-yl]amino}-5-(trifluoromethyl)pyrimidin-4-yl)-7-[(oxan-4-yl)methyl]-1H,4H,5H,6H,7H,8H-pyrrolo[2,3-c]azepin-8-one CC1(CC[C@@H](CN1)NC1=NC=C(C(=N1)C1=CNC=2C(N(CCCC21)CC2CCOCC2)=O)C(F)(F)F)C